tert-butyl 4-hydroxy-4-[(5-methoxy-2-pyridyl)methyl]piperidine-1-carboxylate OC1(CCN(CC1)C(=O)OC(C)(C)C)CC1=NC=C(C=C1)OC